C1(CC1)C(=O)N1CCC(CC1)CN1N=C2C3=C(C[C@H](C2=C1)C)OC(=C3C(F)(F)F)C(=O)NC[C@H]3OCCC3 (4R)-2-{[1-(cyclopropanecarbonyl)piperidin-4-yl]methyl}-4-methyl-N-{[(2S)-oxolane-2-yl]methyl}-8-(trifluoromethyl)-4,5-dihydro-2H-furo[2,3-g]indazole-7-carboxamide